4-[2-[9-amino-6,7-dichloro-10-(1H-pyrazol-4-yl)-3,4-dihydro-1H-pyrazino[1,2-a]indol-2-yl]-2-oxo-ethyl]piperidin-2-one NC=1C=2C(=C3N(C2C(=C(C1)Cl)Cl)CCN(C3)C(CC3CC(NCC3)=O)=O)C=3C=NNC3